4-(furo[3,2-c]pyridin-4-yl)-N-[(3R,6S)-6-(hydroxymethyl)tetrahydro-2H-pyran-3-yl]benzamide O1C=CC=2C(=NC=CC21)C2=CC=C(C(=O)N[C@H]1CO[C@@H](CC1)CO)C=C2